CN1CCC(CC1)Cl N-methyl-4-chloropiperidine